pyrrolidone calcium [Ca].N1C(CCC1)=O